The molecule is a pyranoxanthene that is 2,3-dihydropyrano[3,2-a]xanthen-12(1H)-one bearing hydroxy substituents at positions 1 and 11 as well as a prop-1-en-2-yl group at position 2, a methyl substituent at position 5 and a 3,3-dimethylallyl group at position 8. A secondary metabolite produced by Aspergillus nidulans. It has a role as a metabolite. It is a member of phenols, a cyclic ketone and a pyranoxanthene. CC1=CC2=C(C3=C1OC[C@@H]([C@H]3O)C(=C)C)C(=O)C4=C(C=CC(=C4O2)CC=C(C)C)O